C(C)(C)(C)C(C(=O)O)C1(CCN(CC1)C1=C(C=C(C=C1)C1C(NC(CC1)=O)=O)F)O.[IH]1[IH][IH]C=C1 TriiodoL t-butyl-2-[1-[4-(2,6-dioxo-3-piperidyl)-2-fluoro-phenyl]-4-hydroxy-4-piperidyl]acetate